COC1=CC=C2[C@H](CCOC2=C1)NC(=O)C1=CC2=C(N=C(S2)N2CCNCC2)C=C1 (S)-N-(7-methoxychroman-4-yl)-2-(piperazin-1-yl)benzo[d]thiazole-6-carboxamide